CNC(=O)C1=CC=2CC\C(\C(C2C=C1)=O)=C/C1=C(C=CC=C1)C=1N=CN(C1)C(C1=CC=CC=C1)(C1=CC=CC=C1)C1=CC=CC=C1 (E)-N-methyl-5-oxo-6-(2-(1-trityl-1H-imidazol-4-yl)benzylidene)-5,6,7,8-tetrahydronaphthalene-2-carboxamide